CC=1C(=NC=C(C1)NC=1OC(=CN1)C1=CC=C(C=C1)C(F)(F)F)C(=O)O 3-methyl-5-((5-(4-(trifluoromethyl)phenyl)oxazol-2-yl)amino)picolinic acid